3-(4-(4-acetylpiperazin-1-yl)phenyl)propionic acid C(C)(=O)N1CCN(CC1)C1=CC=C(C=C1)CCC(=O)O